BrC1=C(C=C(OC2CCC(CC2)OCC=O)C=C1)C(F)(F)F 2-(((1r,4r)-4-(4-bromo-3-(trifluoromethyl)phenoxy)cyclohexyl)oxy)acetaldehyde